FC1(CNCC[C@H]1N1CCN(CC1)C1=CC2=C(N(C(N2C)=O)C2C(NC(CC2)=O)=O)C=C1)F 3-(5-(4-((R)-3,3-difluoropiperidin-4-yl)piperazin-1-yl)-3-methyl-2-oxo-2,3-dihydro-1H-benzo[d]imidazol-1-yl)piperidine-2,6-dione